N-((1R)-1-((2S)-2-(azidomethyl)-5-fluoro-2-methyl-2,3-dihydrobenzofuran-7-yl)ethyl)-2-methylpropan-2-sulfinamide N(=[N+]=[N-])C[C@]1(OC2=C(C1)C=C(C=C2[C@@H](C)NS(=O)C(C)(C)C)F)C